9-benzyloxy-5,5-dimethyl-15-nitro-9,17-bis(trifluoromethyl)-2,11,12,18-tetraazabicyclo[12.3.1]octadeca-1(17),14(18),15-triene-10,13-dione C(C1=CC=CC=C1)OC1(CCCC(CCNC2=C(C=C(C(C(NNC1=O)=O)=N2)[N+](=O)[O-])C(F)(F)F)(C)C)C(F)(F)F